C(=CC)S propenyl thiol